COC1=CC=C(C=N1)CN1CCN(CC1)C1=CC=C(C=N1)C=1C=2N(C=C(C1)OCCC)N=CC2C#N 4-(6-(4-((6-methoxypyridin-3-yl)methyl)piperazin-1-yl)pyridin-3-yl)-6-propoxypyrazolo[1,5-a]pyridine-3-carbonitrile